CN1N=NN=C1C(C1=CC=CC=C1)=NOCC1=CC=CC(=N1)NC(OCCCCC)=O pentyl N-[6-[[[[(1-methyl-1H-tetrazol-5-yl)phenylmethylene]amino]oxy]methyl]-2-pyridinyl]carbamate